(indolin-4-ylmethyl)-6-((4-methoxyphenyl)sulfonyl)phthalazin-1(2H)-one N1CCC2=C(C=CC=C12)CN1C(C2=CC=C(C=C2C=N1)S(=O)(=O)C1=CC=C(C=C1)OC)=O